naphthalene-1-yltrimethoxysilane C1(=CC=CC2=CC=CC=C12)[Si](OC)(OC)OC